2-(4-((2-Oxa-6-azaspiro[3.3]heptan-6-yl)methyl)-6-(trifluoromethyl)pyridin-2-yl)-6-(3-((4-methyl-4H-1,2,4-triazol-3-yl)methyl)oxetan-3-yl)isoindolin-1-one C1OCC12CN(C2)CC2=CC(=NC(=C2)C(F)(F)F)N2C(C1=CC(=CC=C1C2)C2(COC2)CC2=NN=CN2C)=O